ClC1=C(C=CC=C1)[C@@H]1[C@H](COC(C1)(C)C)C(=O)N1[C@H](C[C@@]2(CN([C@H]2C)C(C=C)=O)CC1)C 1-((1S,4R,6S)-7-((3R,4S)-4-(2-chlorophenyl)-6,6-dimethyltetrahydro-2H-pyran-3-carbonyl)-1,6-dimethyl-2,7-diazaspiro[3.5]nonan-2-yl)prop-2-en-1-one